(2R,3S,5R)-5-(6-benzamido-9H-purin-9-yl)-2-((bis(4-methoxyphenyl)(phenyl) methoxy)methyl)tetrahydrofuran-3-yl (2-cyanoethyl) diisopropylphosphoramidite C(C)(C)N(P(O[C@@H]1[C@H](O[C@H](C1)N1C2=NC=NC(=C2N=C1)NC(C1=CC=CC=C1)=O)COC(C1=CC=CC=C1)(C1=CC=C(C=C1)OC)C1=CC=C(C=C1)OC)OCCC#N)C(C)C